N-(5-chloro-2-propoxybenzyl)-N-(4-(N-(prop-2-yn-1-yl)sulfamoyl)phenethyl)-2-(pyridin-4-yl)acetamide ClC=1C=CC(=C(CN(C(CC2=CC=NC=C2)=O)CCC2=CC=C(C=C2)S(NCC#C)(=O)=O)C1)OCCC